5-iodo-N1,N3-bis(2-morpholinoethyl)benzene-1,3-diamine IC=1C=C(C=C(C1)NCCN1CCOCC1)NCCN1CCOCC1